(1S,2S,5r)-N-(2-((S)-2-aminopropionamido)-2-phenylethyl)-1-hydroxy-2-isopropyl-5-methylcyclohexane-1-carboxamide N[C@H](C(=O)NC(CNC(=O)[C@]1([C@@H](CC[C@H](C1)C)C(C)C)O)C1=CC=CC=C1)C